6-(6-(((1S,2S,3R,5R)-2-fluoro-1-methyl-9-azabicyclo[3.3.1]nonan-3-yl)(methyl)amino)-1,2,4-triazin-3-yl)isoquinolin-7-ol F[C@@H]1[C@@]2(CCC[C@H](C[C@H]1N(C1=CN=C(N=N1)C=1C=C3C=CN=CC3=CC1O)C)N2)C